CC(C(=O)OC1C(OC(C1OC(C(C)C)=O)COP(=O)(N[C@H](C(=O)OCC)C)OC1=CC=C(C=C1)C12CC(C1)C2)C#N)C 5-((((4-(bicyclo[1.1.1]pentan-1-yl)phenoxy)(((S)-1-ethoxy-1-oxopropan-2-yl)amino)phosphoryl)oxy)methyl)-2-cyanotetrahydrofuran-3,4-diyl bis(2-methylpropanoate)